CC1=CC=C(C=C1)S(=O)(=O)OC1=CC(=C(C(=C1)OCC1=CC=CC=C1)C(=O)N1CC2=CC=CC(=C2C1)Br)OS(=O)(=O)C1=CC=C(C=C1)C 5-(Benzyloxy)-4-(4-bromoisoindoline-2-carbonyl)-1,3-phenylene bis(4-methylbenzenesulfonate)